C(C)(C)(C)OC(N(C1=NC(=C(C=C1)C=1CCOCC1)COCC1=CC=CC=C1)CC1=CC=CC=C1)=O benzyl-(6-((benzyloxy)methyl)-5-(3,6-dihydro-2H-pyran-4-yl)pyridin-2-yl)carbamic acid tert-butyl ester